FC=1C(=C(C=CC1F)[C@@H]1[C@H](O[C@](C1)(CC(F)(F)F)C)C(=O)NC1=CC(=NC=C1)C(=O)N)OC (2S,3R,5R)-4-[[3-(3,4-Difluoro-2-methoxy-phenyl)-5-methyl-5-(2,2,2-trifluoroethyl)tetrahydrofuran-2-carbonyl]amino]pyridin-2-carboxamid